N-(quinolin-6-yl)piperidine-4-carboxamide compound with 2,2,2-trifluoroacetaldehyde FC(C=O)(F)F.N1=CC=CC2=CC(=CC=C12)NC(=O)C1CCNCC1